[Si](C)(C)(C(C)(C)C)OCCOC=1C=CN=C2C(=CC(=NC12)C=1C=C2CN(C(C2=CC1)=O)C1C(NC(CC1)=O)=O)CN1CCCC1 3-(5-(8-(2-((tert-butyldimethylsilyl)oxy)ethoxy)-4-(pyrrolidin-1-ylmethyl)-1,5-naphthyridin-2-yl)-1-oxoisoindolin-2-yl)piperidine-2,6-dione